3-[4-(trifluoromethyl)phenyl]-2-oxa-7-azaspiro[4.4]non-3-en-7-ylprop-2-en-1-one FC(C1=CC=C(C=C1)C=1OCC2(C1)CN(CC2)C(C=C)=O)(F)F